FC1=CC=C(C=C1)C(C(C#N)C(=O)C1=NC2=CC=CC=C2N=C1)O 3-(4-fluorophenyl)-3-hydroxy-2-(quinoxaline-2-carbonyl)propionitrile